tert-butyl (s)-3-(2-(1-phenyl-1H-pyrazol-4-yl)-N-propyl thiazole-4-carboxamido)pyrrolidine-1-carboxylate C1(=CC=CC=C1)N1N=CC(=C1)C=1SC=C(N1)C(=O)N(CCC)[C@@H]1CN(CC1)C(=O)OC(C)(C)C